fluoro-1,1'-biphenyl-4-carbonitrile FC1=C(C=CC(=C1)C#N)C1=CC=CC=C1